ClC1=C(C(=C(C=C1OC)OC)Cl)C1=CC2=C(N=C(N=C2)N[C@@H]2COCC[C@@H]2NC(C=C)=O)C(=N1)NCCOC N-((3S,4S)-3-((6-(2,6-dichloro-3,5-dimethoxyphenyl)-8-((2-methoxyethyl)amino)pyrido[3,4-d]pyrimidin-2-yl)amino)tetrahydro-2H-pyran-4-yl)acrylamide